C1(CC1)S(=O)(=O)NC=1SC=C(N1)CNC(C1=NC=C(C=C1)C1=CC=CC=C1)=O N-((2-(cyclopropanesulfonamido)thiazol-4-yl)methyl)-5-phenylpicolinamide